C(C)(=O)[O-].[Cr+3].[Cr](=O)(=O)([O-])O[Cr](=O)(=O)[O-].[Na] sodium dichromate chromium(III) acetate